(E)-3-(3-(3-bromophenyl)but-2-en-2-yl)pyridine BrC=1C=C(C=CC1)/C(=C(\C)/C=1C=NC=CC1)/C